N1C=NC2=C1C=CC(=C2)N2C([C@@H]([C@@H]2C2=C(C=C(C=C2)C=2C=NN(C2)C(F)(F)F)C(F)(F)F)C2CC2)=O (3R,4R)-1-(1H-benzo[d]imidazol-5-yl)-3-cyclopropyl-4-(2-(trifluoromethyl)-4-(1-(trifluoromethyl)-1H-pyrazol-4-yl)phenyl)azetidin-2-one